5-(Cyclohexyloxy)-4-methyl-6-(5-(piperazin-1-ylmethyl)isoindoline-2-carbonyl)-1,3-phenylene bis(4-methylbenzenesulfonate) CC1=CC=C(C=C1)S(=O)(=O)OC1=CC(=C(C(=C1C(=O)N1CC2=CC=C(C=C2C1)CN1CCNCC1)OC1CCCCC1)C)OS(=O)(=O)C1=CC=C(C=C1)C